2-(3',5'-di-tert-amylphenyl)-5-chlorobenzotriazole C(C)(C)(CC)C=1C=C(C=C(C1)C(C)(C)CC)N1N=C2C(=N1)C=CC(=C2)Cl